COC1=C(C=CC=C1)CNCC1=CC(=NC=C1)N1CCCCC1 N-[(2-methoxyphenyl)methyl]-1-[2-(1-piperidinyl)-4-pyridinyl]methylamine